FC(C1=NN=C(O1)C1=CN=C(S1)CN(S(=O)(=O)CC)C=1C=NN(C1)CCOC)F N-((5-(5-(difluoromethyl)-1,3,4-oxadiazol-2-yl)thiazol-2-yl)methyl)-N-(1-(2-methoxyethyl)-1H-pyrazol-4-yl)ethanesulfonamide